[(4-Chloro-7-hydroxy-thieno[3,2-c]pyridine-6-carbonyl)-amino]-acetic acid ClC1=NC(=C(C2=C1C=CS2)O)C(=O)NCC(=O)O